ClC1=CC=C2C(=C(NC2=C1C=1C(=NN(C1C)C)[C@@H](CCN1CCOCC1)O)C(=O)OCC)CCCOC1=CC=CC2=CC=CC=C12 |r| (rac)-ethyl 6-chloro-7-{3-[1-hydroxy-3-(morpholin-4-yl)propyl]-1,5-dimethyl-1H-pyrazol-4-yl}-3-{3-[(naphthalen-1-yl)oxy]propyl}-1H-indole-2-carboxylate